[(4S)-7,8-dichloro-6-(2,6-difluorophenyl)-4-methyl-4H-[1,2,4]triazolo[1,5-a][1,4]benzodiazepin-2-yl]-(3-fluoroazetidin-1-yl)methanone ClC1=C(C=CC2=C1C(=N[C@H](C=1N2N=C(N1)C(=O)N1CC(C1)F)C)C1=C(C=CC=C1F)F)Cl